4-(5-chloro-2-hydroxyphenyl)-6-(2,6-dimethylphenyl)-3-(4-nitrophenyl)1-phenyl-5,6-dihydro-1H-pyrrolo[3,4-b]pyridine-2,7-dione ClC=1C=CC(=C(C1)C=1C2=C(N(C(C1C1=CC=C(C=C1)[N+](=O)[O-])=O)C1=CC=CC=C1)C(N(C2)C2=C(C=CC=C2C)C)=O)O